6-(1,1-dimethylethyl)-2-ethyl-3,4-pyridinedicarboxylic acid CC(C)(C)C1=CC(=C(C(=N1)CC)C(=O)O)C(=O)O